C(C)(C)N1CC2=C(N(C=3C=CC=CC23)CC(=O)O)CC1 2-(2-Isopropyl-1,2,3,4-tetrahydro-5H-pyrido[4,3-b]indol-5-yl)acetic acid